CC(=C)C(=O)ON1C(CCCC1(C)C)(C)C 2,2,6,6-tetramethylpiperidinyl methacrylate